(R)-1-((5-fluoro-2-(2-methoxy-7-methylquinoxalin-5-yl)benzo[d]thiazol-6-yl)oxy)propan-2-yl (6-((R)-3-(hydroxymethyl)pyrrolidine-1-carbonyl)pyridin-3-yl)carbamate OC[C@H]1CN(CC1)C(=O)C1=CC=C(C=N1)NC(O[C@@H](COC1=CC2=C(N=C(S2)C2=C3N=CC(=NC3=CC(=C2)C)OC)C=C1F)C)=O